4-(Aminomethyl)-1-(tert-butyl)-pyrrolidin-2-one NCC1CC(N(C1)C(C)(C)C)=O